ClC1=C(C=CC=2N(C(N(C21)C)=O)C2C(NC(CC2)=O)=O)C2CCNCC2 3-[4-chloro-3-methyl-2-oxo-5-(4-piperidinyl)benzimidazol-1-yl]Piperidine-2,6-dione